C1(CCCC1)N(C(=O)OCC1=C(C=NN1C1=CC=C(O[C@@H]2C[C@H](CCC2)C(=O)OC(C)C)C=C1)C)C |r| (+/-)-isopropyl (1S,3S)-3-(4-(5-(((cyclopentyl(methyl)carbamoyl)oxy)methyl)-4-methyl-1H-pyrazol-1-yl)phenoxy)cyclohexane-1-carboxylate